CC1=NC=C(C(=N1)C=1SC=C(C1)C(F)(F)F)C 2,5-dimethyl-4-(4-(trifluoromethyl)thiophen-2-yl)pyrimidine